C(C1=CC=CC=C1)C1(CCCC1)O benzyl-cyclopentanol